CN(C)CC=1C=CC(=NC1)S(=O)O 5-((dimethylamino)methyl)pyridine-2-sulfinic acid